BrC=1C=CC2=C(CC(CC(N2)=O)NC(OC(C)(C)C)=O)C1 tert-butyl (7-bromo-2-oxo-2,3,4,5-tetrahydro-1H-1-benzazepin-4-yl)carbamate